benzyl-docosyl-dimethyl-ammonium chloride [Cl-].C(C1=CC=CC=C1)[N+](C)(C)CCCCCCCCCCCCCCCCCCCCCC